5-methoxy-6-(trifluoromethoxy)-1H-indole COC=1C=C2C=CNC2=CC1OC(F)(F)F